N-(2-(furan-2-yl)-5-((methylamino)methyl)phenyl)pyridine-3-sulfonamide O1C(=CC=C1)C1=C(C=C(C=C1)CNC)NS(=O)(=O)C=1C=NC=CC1